4-(4-Hydroxy-3-methylphenyl)-2-trifluoromethyl-quinoline OC1=C(C=C(C=C1)C1=CC(=NC2=CC=CC=C12)C(F)(F)F)C